(3,8-diphenylmethyl-3,8-diazabicyclo[3.2.1]octan-1-yl)methyl methanesulfonate CS(=O)(=O)OCC12CN(CC(CC1)N2CC2=CC=CC=C2)CC2=CC=CC=C2